2,5-Dimethylphenanthridine CC1=CC=2C3=CC=CC=C3CN(C2C=C1)C